O=C1N(C(CC1)=O)OC(CCCCCCCCC(=O)NCCO[C@H]1[C@@H](O)[C@@H](O[C@@H]2[C@@H](O)[C@@H](O)[C@H](O)[C@H](O2)CO)[C@H](O)[C@H](O1)CO[C@@H]1[C@@H](O)[C@@H](O)[C@H](O)[C@H](O1)CO)=O 10-[(2,5-Dioxopyrrolidin-1-yl)oxy]-N-(2-{[α-D-mannopyranosyl-(1→3)-[α-D-mannopyranosyl-(1→6)]-β-D-mannopyranosyl]oxy}ethyl)-10-oxo-decanamide